4-amino-N-(1-cyanocyclopropyl)pyridine-2-carboxamide tert-butyl-4-(5-tert-butyl-1H-pyrazol-3-yl)piperazine-1-carboxylate C(C)(C)(C)OC(=O)N1CCN(CC1)C1=NNC(=C1)C(C)(C)C.NC1=CC(=NC=C1)C(=O)NC1(CC1)C#N